4,3'-divinylbiphenyl C(=C)C1=CC=C(C=C1)C1=CC(=CC=C1)C=C